tert-butyl (3-bromo-5-chloro-2-(1-methoxyethyl) furo[3,2-b]pyridin-7-yl)(thiophen-2-ylmethyl)carbamate BrC1=C(OC=2C1=NC(=CC2N(C(OC(C)(C)C)=O)CC=2SC=CC2)Cl)C(C)OC